C(C)(C)(C)OC(=O)N1C[C@H](CC1)[C@@H](C(=O)O)CC1=CC(=CC=C1)C=1C(=NC=CC1)OC1CCCCC1 (2S)-2-[(3R)-1-tert-Butoxycarbonylpyrrolidin-3-yl]-3-[3-[2-(cyclohexoxy)-3-pyridyl]phenyl]propanoic acid